2,4-dichloro-5-cyclopropyloxyaniline ClC1=C(N)C=C(C(=C1)Cl)OC1CC1